NC1=C(C=C(C=N1)C=1N=C(N(C1)C12CC(C1)(C2)N2CCOCC2)C=O)OC(F)(F)F 4-(6-amino-5-(trifluoromethoxy)pyridin-3-yl)-1-(3-morpholino-bicyclo[1.1.1]pentan-1-yl)-1H-imidazole-2-carbaldehyde